1-ethyl-1H-pyrazol-5-yl 1,3-dimethyl-1H-pyrazol-4-formate CN1N=C(C(=C1)C(=O)OC1=CC=NN1CC)C